N1=C(N=CC=2NC=3N(C12)C1(CN3)COCC1)N 4,5,5',7'-tetrahydro-2H-spiro[furan-3,8'-imidazo[1,2-e]Purine]-2'-amine